1-{6-[3-(ethanesulfonyl)-5-{5-[1-(trifluoromethyl)cyclopropyl]-1,2,4-oxadiazol-3-yl}pyridin-2-yl]-7-methyl-7H-imidazo[4,5-c]pyridazin-3-yl}ethan-1-one C(C)S(=O)(=O)C=1C(=NC=C(C1)C1=NOC(=N1)C1(CC1)C(F)(F)F)C1=NC2=C(N=NC(=C2)C(C)=O)N1C